8-(4-(3,8-diazabicyclo-[3.2.1]octan-3-yl)-6-chloro-8-fluoro-2-((tetrahydro-1H-pyrrolizin-7a(5H)-yl)meth-oxy)quinazolin-7-yl)quinolin-2-amine C12CN(CC(CC1)N2)C2=NC(=NC1=C(C(=C(C=C21)Cl)C=2C=CC=C1C=CC(=NC21)N)F)OCC21CCCN1CCC2